C(C1=CC=CC=C1)OC1=CC(=NC(=C1)Cl)OCC=1N=C2N(C=C(C=C2Br)C2CC2)C1 2-(((4-(benzyl-oxy)-6-chloropyridin-2-yl)oxy)methyl)-8-bromo-6-cyclopropylimidazo[1,2-a]pyridine